4-nitrophenylphosphate [N+](=O)([O-])C1=CC=C(C=C1)OP(=O)([O-])[O-]